ethyl-3-(3-chloro-5-(trifluoromethyl)pyridin-2-yl)-6-fluoro-5-isocyanatobenzothiazol-2(3H)-one C(C)C1=C(C(=CC2=C1N(C(S2)=O)C2=NC=C(C=C2Cl)C(F)(F)F)F)N=C=O